C2-chloro-6,7-dihydro-5H-cyclopenta[b]pyridine-4-carboxylic acid methyl ester COC(=O)C1=C2C(=NC(=C1)Cl)CCC2